NC[C@@]12C[C@H](N([C@H]2C1)C(CNC(=O)C=1C=CC=2C(C3=CC=CC=C3C2C1)(F)F)=O)C(=O)N[C@H](C)C1=CC(=CS1)C(=N)NC(OC(C)(C)C)=O tert-butyl ((5-((R)-1-((1S,3S,5S)-5-(aminomethyl)-2-((9,9-difluoro-9H-fluorene-3-carbonyl)glycyl)-2-azabicyclo[3.1.0]hexane-3-carboxamido)ethyl)thiophen-3-yl)(imino)methyl)carbamate